N-[4-(3,5-dimethylphenyl)quinazolin-2-yl]benzenesulfonamide CC=1C=C(C=C(C1)C)C1=NC(=NC2=CC=CC=C12)NS(=O)(=O)C1=CC=CC=C1